CN(C1=NC=C(C=C1)B1OC(C(O1)(C)C)(C)C)[C@@H](C)C=1C=NC(=CC1)N1CCCC1 (S)-N-methyl-N-(1-(6-(pyrrolidin-1-yl)pyridin-3-yl)ethyl)-5-(4,4,5,5-tetramethyl-1,3,2-dioxaborolane-2-yl)pyridin-2-amine